C(C)N1C[C@H]2N(C3=C(OC2)C=C(C(=C3)OC)NC=3N=C(C2=C(N3)NC=C2)NC2=C(C=CC=C2)P(C)(C)=O)CC1 (R)-(2-((2-((3-ethyl-9-methoxy-1,2,3,4,4a,5-hexahydrobenzo[b]pyrazino[1,2-d][1,4]oxazin-8-yl)amino)-7H-pyrrolo[2,3-d]pyrimidin-4-yl)amino)phenyl)dimethylphosphine oxide